6-chloro-4-(cyclopropylamino)nicotinic acid ClC1=NC=C(C(=O)O)C(=C1)NC1CC1